(1R,3S)-3-(3-{[(4-methoxyphenyl)acetyl]amino}-1H-pyrazol-5-yl)cyclopentyl (cis-4-hydroxy-4-methylcyclohexyl)carbamate OC1(CCC(CC1)NC(O[C@H]1C[C@H](CC1)C1=CC(=NN1)NC(CC1=CC=C(C=C1)OC)=O)=O)C